Tri(3,3-dimethyl-1-butyl)citrat CC(CCC(C(C(C(=O)[O-])(CCC(C)(C)C)CCC(C)(C)C)(O)C(=O)[O-])C(=O)[O-])(C)C